C(OC1=NC(=NC2=CC=CC=C12)C1=CC=C(C=C1)N(CC)CC)COC1=NC(=NC2=CC=CC=C12)C1=CC=C(C=C1)N(CC)CC 4,4'-(ethylenedioxy)-bis(2-(4-diethylaminophenyl)quinazoline)